C1(CC1)NC1=C2N=CNC2=NC=N1 N-cyclopropyl-9H-purin-6-amine